(2-Chloro-5-(dimethylamino)pyridin-4-yl)carbamic acid tert-butyl ester C(C)(C)(C)OC(NC1=CC(=NC=C1N(C)C)Cl)=O